C(C)(C)(C)OC(=O)NC(C(=O)OC)CCC(=O)C=1C=C2C3C=CC(C2=CC1)O3 methyl 2-((tert-butoxycarbonyl) amino)-5-(1,4-dihydro-1,4-epoxynaphthalen-6-yl)-5-oxopentanoate